3-(3-oxo-2-pentyl)cyclopentylmalonic acid, Dimethyl ester O=C(C(C)C1CC(CC1)C(C(=O)OC)C(=O)OC)CC